3-(5-(((3R,4S)-4-Fluoro-1-((2-((R)-tetrahydrofuran-3-yl)quinolin-6-yl)methyl)pyrrolidin-3-yl)oxy)-1-oxoisoindolin-2-yl)piperidine-2,6-dione F[C@@H]1[C@@H](CN(C1)CC=1C=C2C=CC(=NC2=CC1)[C@@H]1COCC1)OC=1C=C2CN(C(C2=CC1)=O)C1C(NC(CC1)=O)=O